ClC=1C(=C(C(N(C1C)C1=CC=C(C=C1)F)=O)C(=O)O)C 5-Chloro-1-(4-fluorophenyl)-4,6-dimethyl-2-oxo-1,2-dihydropyridine-3-carboxylic acid